C(C)OC=1C(=NC=C(C1)S(=O)(=O)C)NC1=NNC2=CC(=CC=C12)[C@@H]1C[C@@]12C(NC1=CC=C(C=C21)OC)=O (1R,2S)-2-(3-{[3-ethoxy-5-(methanesulfonyl)pyridin-2-yl]amino}-1H-indazol-6-yl)-5'-methoxyspiro[cyclopropane-1,3'-indol]-2'(1'H)-one